1-(1-cyclopropyl-2,2,2-trifluoroethyl)-3-[[2-(difluoromethoxy)pyridin-4-yl]methyl]urea C1(CC1)C(C(F)(F)F)NC(=O)NCC1=CC(=NC=C1)OC(F)F